COCC=1C(=NN(C1)C1OCCCC1)[C@@H]1[C@@H](N(CCC1)C(=O)OC)CO[C@@H]1CC[C@@H](CC1)C1=CC=CC=C1 methyl cis-3-(4-(methoxymethyl)-1-(tetrahydro-2H-pyran-2-yl)-1H-pyrazol-3-yl)-2-((((CIS)-4-phenylcyclohexyl)oxy)methyl)piperidine-1-carboxylate